COC1=CC=C(C=C1)[C@H](C)NC(CN1N=NC2=C(C1=O)C(=CC=C2)C)=O (S)-N-(1-(4-methoxyphenyl)ethyl)-2-(5-methyl-4-oxo-benzo[d][1,2,3]triazin-3(4H)-yl)acetamide